C(CCCCCCCCCCCCCCCCCCCCCCCCC)(=O)OCCCCCCCCCCCCCCCCCCC nonadecyl cerotate